ClC=1C(=NC=CC1)N1N=C(C=C1C(=O)NC=1C(=CC=2N(C1C(=O)NCC1CCCC1)N=CC2)C)OC 6-(1-(3-Chloropyridin-2-yl)-3-methoxy-1H-pyrazol-5-carboxamido)-N-(cyclopentylmethyl)-5-methylpyrazolo[1,5-a]pyridin-7-carboxamid